3-((3-((4-(2-Bromo-5-methoxy-4-nitrophenyl)piperazin-1-yl)methyl)phenyl)amino)piperidine-2,6-Dione BrC1=C(C=C(C(=C1)[N+](=O)[O-])OC)N1CCN(CC1)CC=1C=C(C=CC1)NC1C(NC(CC1)=O)=O